5-[[2-[(2R,5S)-5-methyl-2-(3,4,5-trifluorophenyl)-1-piperidyl]-2-oxo-acetyl]amino]pyridine-3-carboxamide C[C@H]1CC[C@@H](N(C1)C(C(=O)NC=1C=C(C=NC1)C(=O)N)=O)C1=CC(=C(C(=C1)F)F)F